(2S)-2-[(isopropylcarbamoyl)amino]-N,N-bis(2-thienylmethyl)hexanamide C(C)(C)NC(=O)N[C@H](C(=O)N(CC=1SC=CC1)CC=1SC=CC1)CCCC